C(=C)C1=CC=C(C=C1)S(=O)(=O)[O-].[Na+] sodium para-vinylbenzenesulfonate